C(C=CC1=CC=CC=C1)(=O)C=1N=NNC1 cinnamoyl-triazole